N1N(N=CC=C1)C=O triazine-2-carbaldehyde